sodium nitrogen compound with nitrogen [N].[N].[Na]